(3R,4R,5R)-5-((benzoyloxy)methyl)-4-cyclopropyl-4-hydroxytetrahydrofuran-2,3-diyl diacetate C(C)(=O)OC1O[C@@H]([C@]([C@H]1OC(C)=O)(O)C1CC1)COC(C1=CC=CC=C1)=O